NC1=CC(=C2C(N(CCCCC[C@@](C3=NN=C(C1=N2)O3)(C(F)(F)F)O)[C@H](C)C3=CC=C(C=C3)F)=O)C(F)(F)F (6R)-17-Amino-12-[(1R)-1-(4-fluorophenyl)ethyl]-6-hydroxy-6,15-bis(trifluoromethyl)-19-oxa-3,4,12,18-tetrazatricyclo[12.3.1.12,5]nonadeca-1(18),2,4,14,16-pentaen-13-one